N1CCC2(CC1)C(NC1=CC=CCC12)=O dihydrospiro[indole-3,4'-piperidin]-2-one